4-fluoro-3,5-dichloronitrobenzene FC1=C(C=C(C=C1Cl)[N+](=O)[O-])Cl